N,N-di-isopropyl-ethylamine C(C)(C)N(C(C)C)CC